ClC=1C=C(C=C(C1)Cl)C(NC(=O)[C@@H]1CNC(O1)=O)C1=CC=CC=C1 (5S)-N-((3,5-dichlorophenyl)(phenyl)methyl)-2-oxooxazolidine-5-carboxamide